CC(CC1=CC=CC=C1)C(C)C 2,3-dimethylbutylbenzene